ClC=1C=C(C=C2C=C(N=CC12)NC(=O)[C@H]1[C@@H](C1)C#N)C1=C(C=NC=C1)C |r| (±)-trans-N-[8-chloro-6-(3-methyl-4-pyridyl)-3-isoquinolinyl]-2-cyano-cyclopropanecarboxamide